3-(4-hydroxyphenyl)-2-(2-((S)-1-((S)-1-palmitoylpyrrolidine-2-carbonyl)pyrrolidine-2-carboxamido)acetamido)propanoic acid OC1=CC=C(C=C1)CC(C(=O)O)NC(CNC(=O)[C@H]1N(CCC1)C(=O)[C@H]1N(CCC1)C(CCCCCCCCCCCCCCC)=O)=O